ClC1=CC(=NC=N1)NCC=1N=C2N(C=C(C=C2N2C(C3CC3C2)=O)C2CC2)C1 3-(2-(((6-chloropyrimidin-4-yl)amino)methyl)-6-cyclopropylimidazo[1,2-a]pyridin-8-yl)-3-azabicyclo[3.1.0]hexan-2-one